8-mercapto-1,3,7-trimethyl-1H-purine-2,6(3H,7H)-dione SC1=NC=2N(C(N(C(C2N1C)=O)C)=O)C